FC=1C=C2C(=CC(=NC2=CC1)C)C(=O)O 6-fluoro-2-methylquinoline-4-carboxylic acid